C(C)(C)(C)OC(C1=C(C=CC=C1)NC(C(CC1=CC=CC=C1)NC(C(=O)NC1=C(C=CC(=C1)Cl)CC1CC1)=O)=O)=O 2-(2-(((5-chloro-2-(cyclopropylmethyl)phenyl)amino)-2-oxoacetamido)-3-phenylpropionamido)benzoic acid tert-butyl ester